FC1=C(OC2=C3C(=NC=C2)NC=C3C3=C(C=C(C#N)C=C3)C)C(=CC(=C1)NC=1OCC(C(N1)C)CO)F (+/-)-4-[4-(2,6-difluoro-4-{[5-(hydroxymethyl)-4-methyl-5,6-dihydro-4H-1,3-oxazin-2-yl]amino}phenoxy)-1H-pyrrolo[2,3-b]pyridin-3-yl]-3-methylbenzonitrile